BrCC=1C=C(C(=C(C1)OC)C1CC1)OC 5-(bromomethyl)-2-cyclopropyl-1,3-dimethoxybenzene